Bis(4-fluorophenyl)(2-(naphthalen-1-yl)phenyl)phosphine FC1=CC=C(C=C1)P(C1=C(C=CC=C1)C1=CC=CC2=CC=CC=C12)C1=CC=C(C=C1)F